NC=1C=C(C(C(=O)OC)=CC1CCC1=C(C=C(C=C1)C(=O)OC(C)(C)C)N)C(=O)OC Dimethyl 4-amino-5-(2-amino-4-(tert-butoxycarbonyl)phenethyl)phthalate